COC(CCCCCCC(=O)N[C@H](C(=O)N1[C@@H](C[C@H](C1)O)NC(=O)[C@@H](C)C=1C=CC2=C(C1)OCC=1N=CSC12)C(C)(C)C)=O 8-(((S)-1-((2S,4R)-2-(((S)-1-(4H-chromeno[3,4-d]thiazol-7-yl)ethyl)formamido)-4-hydroxypyrrolidin-1-yl)-3,3-dimethyl-1-oxobutan-2-yl)amino)-8-oxooctanoic acid methyl ester